N-[(1R,3s,5S)-8-azabicyclo[3.2.1]octan-3-yl]-N-methyl-5-(1H-pyrrolo[2,3-c]pyridin-7-yl)[1,3]thiazolo[5,4-d][1,3]thiazol-2-amine [C@H]12CC(C[C@H](CC1)N2)N(C=2SC=1N=C(SC1N2)C=2N=CC=C1C2NC=C1)C